ClC=1C=C2C=NC(=NC2=CC1N1CCN(CC1)C1COC1)NC=1C=NN(C1Cl)C1(CC1)C(F)(F)F 6-chloro-N-{5-chloro-1-[1-(trifluoromethyl)cyclopropyl]-1H-pyrazol-4-yl}-7-[4-(oxetan-3-yl)piperazin-1-yl]quinazolin-2-amine